C(C)(=O)O[C@@H](COC(C)=O)CN1C[C@@H]([C@@H](CC1)NC1=C2C=C(N(C2=CC=C1)CC(F)(F)F)C#CCNC1=C(C=C(C=C1)S(N)(=O)=O)OC)F (2R)-1-(acetyloxy)-3-[(3S,4R)-3-fluoro-4-[(2-{3-[(2-methoxy-4-sulfamoylphenyl)amino]prop-1-yn-1-yl}-1-(2,2,2-trifluoroethyl)-1H-indol-4-yl)amino]piperidin-1-yl]propan-2-yl acetate